COC1=C2C(=NC(=N1)C1=CC(CC1)N1CCN(CC1)C=1C=CC(=NC1)C(=O)NC)N(N=C2C(F)(F)F)C 5-(4-(3-(4-methoxy-1-methyl-3-(trifluoromethyl)-1H-pyrazolo[3,4-d]pyrimidin-6-yl)cyclopent-2-en-1-yl)piperazin-1-yl)-N-methylpicolinamide